[3-(4-aminocinnolin-7-yl)-4-(1,3-thiazol-2-yl)phenyl]boronic acid formate salt C(=O)O.NC1=CN=NC2=CC(=CC=C12)C=1C=C(C=CC1C=1SC=CN1)B(O)O